Tert-Butyl (4S)-4-(1-hydroxyallyl)-2,2-dimethyloxazolidine-3-carboxylate OC(C=C)[C@H]1N(C(OC1)(C)C)C(=O)OC(C)(C)C